1-(3,5-Difluoropyridin-2-yl)-7-[(3R,4R)-3,4-dihydroxypyrrolidin-1-yl]-6-fluoro-N-(3-methylpentan-3-yl)-4-oxo-1,4-dihydro-1,8-naphthyridine-3-carboxamide FC=1C(=NC=C(C1)F)N1C=C(C(C2=CC(=C(N=C12)N1C[C@H]([C@@H](C1)O)O)F)=O)C(=O)NC(CC)(CC)C